Cl.Cl.Cl.N[C@H](C(=O)O)CC1=CC(=C(C=C1)OCCCCN1CCC(CC1)=C1C2=C(CCC=3C1=NC=CC3)C=C(C=C2)Cl)Cl (S)-2-amino-3-(3-chloro-4-(4-(4-(8-chloro-5,6-dihydro-11H-benzo[5,6]cyclohepta[1,2-b]pyridin-11-ylidene)piperidin-1-yl)butoxy)phenyl)propionic acid trihydrochloride